4-(tert-butoxy)-8-(6-chloro-1-(4-methoxybenzyl)-5-(trifluoromethyl)-1H-indazol-4-yl)-2-(methylthio)pyrido[4',3':4,5]thieno[2,3-d]pyrimidine C(C)(C)(C)OC=1C2=C(N=C(N1)SC)SC1=C2C=CN=C1C1=C2C=NN(C2=CC(=C1C(F)(F)F)Cl)CC1=CC=C(C=C1)OC